CC(CC)(C)C 1,1,1-trimethylpropane